tert-butyl 6-[8-(1,3-benzothiazol-2-ylcarbamoyl)-3,4-dihydroisoquinolin-2(1H)-yl]-3-(1-{[3-bromotricyclo[3.3.1.13,7]dec-1-yl]methyl}-1H-pyrazol-4-yl)pyridine-2-carboxylate S1C(=NC2=C1C=CC=C2)NC(=O)C=2C=CC=C1CCN(CC21)C2=CC=C(C(=N2)C(=O)OC(C)(C)C)C=2C=NN(C2)CC21CC3(CC(CC(C2)C3)C1)Br